C1(=C(C=CC=C1)C1(CC1)C1=NOC=N1)C 3-(1-(o-tolyl)cyclopropyl)-1,2,4-oxadiazole